zirconium lithium oxygen [O].[Li].[Zr]